pentacosatriene CCCCCCCCCCCCCCCCCCC/C=C/C=C/C=C